BrC=1C=C(C=2C(=NN(C2C1)C1OCCCC1)I)C#N 6-bromo-3-iodo-1-tetrahydropyran-2-yl-indazole-4-carbonitrile